2-(3-((5-((4-(3-((2-((S)-1-hydroxyethyl)-1H-imidazol-1-yl)methyl)isoxazol-5-yl)phenyl)ethynyl)pyridin-2-yl)methyl)-3-azabicyclo[3.1.0]hexan-6-yl)acetonitrile O[C@@H](C)C=1N(C=CN1)CC1=NOC(=C1)C1=CC=C(C=C1)C#CC=1C=CC(=NC1)CN1CC2C(C2C1)CC#N